COC1=NC=C(C(=N1)C)C=1C=CC(=NC1)C[N+]1=NOC(=C1)[N-]C(NC1=CC(=CC=C1)C(F)(F)F)=O (3-((5-(2-methoxy-4-methylpyrimidin-5-yl)pyridin-2-yl)methyl)-1,2,3-oxadiazol-3-ium-5-yl)((3-(trifluoromethyl)phenyl)carbamoyl)amide